ClC(OC1=CC=C(C=C1)NC(C1=CN=C(C(=C1)C1=CC=NN1)N1CCN(CC1)C1CCN(CC1)CC=1C=C2CN(C(C2=CC1)=O)C1C(NC(CC1)=O)=O)=O)(F)F N-(4-(Chlorodifluoromethoxy)phenyl)-6-(4-(1-((2-(2,6-dioxopiperidin-3-yl)-1-Oxoisoindoline-5-yl)methyl)piperidin-4-yl)piperazin-1-yl)-5-(1H-pyrazol-5-yl)nicotinamide